(6SR)-7-(4-bromo-3-chloro-benzoyl)-2-[4-(cyclopropoxy)phenyl]-6-methyl-3-oxo-N-[(1R)-1-phenylethyl]-6,8-dihydro-5H-imidazo[1,5-a]pyrazine-1-carboxamide BrC1=C(C=C(C(=O)N2CC=3N(C[C@@H]2C)C(N(C3C(=O)N[C@H](C)C3=CC=CC=C3)C3=CC=C(C=C3)OC3CC3)=O)C=C1)Cl |&1:12|